(E)-N-(2-(6-methoxy-2-oxo-2,3-dihydro-1,3-benzoxazol-3-yl)ethyl)-3-(4-methylphenyl)acrylamide COC1=CC2=C(N(C(O2)=O)CCNC(\C=C\C2=CC=C(C=C2)C)=O)C=C1